[Si](C)(C)(C(C)(C)C)OCOC(=O)N1C(C(CC1)[Se]C1=CC=CC=C1)=O ((tert-butyldimethylsilyl)oxy methyl)-2-oxo-3-(phenylselanyl)pyrrolidine-1-carboxylate